FC1(CN(C1)C=1C=C(C(=NC1)C=1C=C(SC1C)C(=O)O)F)F 4-[5-(3,3-difluoroazetidin-1-yl)-3-fluoropyridin-2-yl]-5-methylthiophene-2-carboxylic acid